3-(1H-indol-5-yl)-10-(2-morpholinoethyl)-10H-phenoxazine N1C=CC2=CC(=CC=C12)C=1C=CC=2N(C3=CC=CC=C3OC2C1)CCN1CCOCC1